(5-(benzyloxy)-1-(4-(trifluoromethyl)phenyl)-1H-indazol-3-yl)methanamine C(C1=CC=CC=C1)OC=1C=C2C(=NN(C2=CC1)C1=CC=C(C=C1)C(F)(F)F)CN